tert-butyl (S)-((5-chloro-2-phenyl-4-(4,4,5,5-tetramethyl-1,3,2-dioxaborolan-2-yl)-2,3-dihydrobenzofuran-2-yl)methyl)carbamate ClC=1C=CC2=C(C[C@](O2)(C2=CC=CC=C2)CNC(OC(C)(C)C)=O)C1B1OC(C(O1)(C)C)(C)C